2-azido-3-(3-fluoro-2-methoxyphenyl)acrylic acid ethyl ester C(C)OC(C(=CC1=C(C(=CC=C1)F)OC)N=[N+]=[N-])=O